monomethyl phthalate (Monomethylphthalate) CC1=C(C(C(=O)O)=CC=C1)C(=O)O.C(C=1C(C(=O)O)=CC=CC1)(=O)OC